fluoro-5-(5-(4,4,4-trifluoro-3,3-dimethylbut-1-yn-1-yl)-3,4-dihydro-1,7-naphthyridin-1(2H)-yl)-[1,2,4]triazolo[4,3-a]quinazoline FC1=NN=C2N1C1=CC=CC=C1C(=N2)N2CCCC1=C(C=NC=C21)C#CC(C(F)(F)F)(C)C